tert-butyl 6-(3-chloro-5-(trifluoromethyl)phenyl)-3-methyl-3,4-dihydropyridine-1(2H)-carboxylate ClC=1C=C(C=C(C1)C(F)(F)F)C1=CCC(CN1C(=O)OC(C)(C)C)C